2-hydroxy-6,10,14,18-tetramethyl-5,9,13,17-nonadecanetetraene OC(C)CCC=C(CCC=C(CCC=C(CCC=C(C)C)C)C)C